C(=O)[C@@H]1N([C@@H](CC1)CCC)C(=O)OC(C)(C)C tert-Butyl (2R,5R)-2-formyl-5-propylpyrrolidine-1-carboxylate